C(C)(C)(C)OC(=O)N1[C@@H](CC(CC1)O)C (2R)-4-hydroxy-2-methylpiperidine-1-carboxylic acid tert-butyl ester